FC=1C(=CC2=C(N(N=N2)CC(C)(C)O)C1C)C1=C(C=CC(=C1)C#N)C1=CC=CC=C1 6-fluoro-1-(2-hydroxy-2-methylpropyl)-7-methyl-1H-benzo[d][1,2,3]triazol-5-yl-[1,1'-biphenyl]-4-carbonitrile